lauric acid pentyl ester C(CCCC)OC(CCCCCCCCCCC)=O